2-(3-(2-((1,5-dimethyl-1H-pyrazol-3-yl)amino)-5-methylpyrimidin-4-yl)-1H-indol-7-yl)-4-(1-methyl-1H-indazol-5-yl)isoindolin-1-one CN1N=C(C=C1C)NC1=NC=C(C(=N1)C1=CNC2=C(C=CC=C12)N1C(C2=CC=CC(=C2C1)C=1C=C2C=NN(C2=CC1)C)=O)C